4,4-bis(4-hydroxyphenyl)cyclohexane OC1=CC=C(C=C1)C1(CCCCC1)C1=CC=C(C=C1)O